6-[5-[2-[(1-chloro-4-fluoro-3-methyl-6,7-dihydro-5H-cyclopenta[c]pyridin-6-yl)methylamino]ethyl]-2-oxo-1,3-oxazolidin-3-yl]-4H-pyrazino[2,3-b][1,4]oxazin-3-one ClC1=NC(=C(C2=C1CC(C2)CNCCC2CN(C(O2)=O)C2=NC1=C(OCC(N1)=O)N=C2)F)C